C1(CC1)S(=O)(=O)NC(=O)N[C@H](C(=O)N[C@H](C(=O)O)CC1=CC=C(C=C1)OC)C (2S)-2-[(2S)-2-[(cyclopropanesulfonylcarbamoyl)amino]propionamido]-3-(4-methoxyphenyl)propanoic acid